(2R)-N-benzyl-2-(3-(dimethylamino)-2,5-dioxopyrrolidin-1-yl)propanamide mesylate S(C)(=O)(=O)O.C(C1=CC=CC=C1)NC([C@@H](C)N1C(C(CC1=O)N(C)C)=O)=O